2-cyclopropylethan-1-one C1(CC1)CC=O